(R)-7-chloro-4-(2-(hydroxymethyl)-azetidin-1-yl)-1-phenylquinazolin-2(1H)-one ClC1=CC=C2C(=NC(N(C2=C1)C1=CC=CC=C1)=O)N1[C@H](CC1)CO